(1R,3R,5R)-N-((R)-(4-chloro-2,5-difluorophenyl)(cyclopropyl)methyl)-2-((4-cyclopropyl-2-pyridinyl)carbonyl)-2-azabicyclo[3.1.0]hexane-3-carboxamide ClC1=CC(=C(C=C1F)[C@H](NC(=O)[C@@H]1N([C@@H]2C[C@@H]2C1)C(=O)C1=NC=CC(=C1)C1CC1)C1CC1)F